8-bromo-3-[(difluoromethyl)sulfanyl]imidazo[1,2-a]pyridine-2-carboxylate BrC=1C=2N(C=CC1)C(=C(N2)C(=O)[O-])SC(F)F